N1=C(C=CC=C1)C(C)NC(=O)[C@@H]1CN(CC[C@H]1NC(=O)C1=NOC(=C1)C1=C(C=C(C=C1)F)F)C1CCCC1 |o1:11,16| (3R*,4R*)-1-Cyclopentyl-4-{[5-(2,4-difluoro-phenyl)-isoxazole-3-carbonyl]-amino}-piperidine-3-carboxylic acid (1-pyridin-2-yl-ethyl)-amide